FC(S(=O)(=O)OC=1C=2N(C=C(C1)C=1C=NN(C1)C)N=CC2NC(=O)C2=CN=CN2C)(F)F 3-(1-Methyl-1H-imidazole-5-carboxamido)-6-(1-methyl-1H-pyrazol-4-yl)pyrazolo[1,5-a]Pyridin-4-yl trifluoromethanesulfonate